[Si](C)(C)(C(C)(C)C)OCC=1C=C(C=CC1)N1C(N=C(C2=C1N=C(S2)C2CC2)N(C)C)=O 4-(3-{[(tert-butyldimethylsilyl)oxy]methyl}phenyl)-2-cyclopropyl-7-(dimethylamino)-[1,3]thiazolo[4,5-d]pyrimidin-5-one